N[C@@H](CCC(=O)[O-])C(=O)OC(C)(C)C methylisopropyl glutamate